NC1=C(C(=NN1C(C(F)(F)F)C)C1=C2C=NNC2=C(C=C1)CNC(C1=C(N=CC(=C1)F)OC)=O)C(N)=O N-((4-(5-Amino-4-carbamoyl-1-(1,1,1-trifluoropropan-2-yl)-1H-pyrazol-3-yl)-1H-indazol-7-yl)methyl)-5-fluoro-2-methoxynicotinamide